O[C@@H]1C[C@H](N(C1)C(=O)[C@@H](C(C)C)C1=CC(=NO1)OC(=O)N1CCNCC1)C(N[C@@H](C)C1=CC=C(C=C1)C=1N(N=CC1)C)=O [5-[(1S)-1-[(2S,4R)-4-hydroxy-2-[[(1S)-1-[4-(2-methylpyrazol-3-yl)phenyl]ethyl]carbamoyl]pyrrolidine-1-carbonyl]-2-methyl-propyl]isoxazol-3-yl]piperazine-1-carboxylate